(2R)-2-(3-(dimethylamino)-2,5-dioxopyrrolidin-1-yl)-N-(2-fluorobenzyl)propionamide succinate C(CCC(=O)O)(=O)O.CN(C1C(N(C(C1)=O)[C@@H](C(=O)NCC1=C(C=CC=C1)F)C)=O)C